NC1=NC=C(C2=C1C=NN2COCC[Si](C)(C)C)NC(=O)C(=O)N(CC=2C=NC(=CC2)C(F)(F)F)CC2=CC=C(C=C2)C(F)(F)F N-[4-amino-1-(2-trimethylsilylethoxymethyl)pyrazolo[4,3-c]pyridin-7-yl]-N'-[[4-(trifluoromethyl)phenyl]methyl]-N'-[[6-(trifluoromethyl)-3-pyridyl]methyl]oxamide